COC(=O)C1=C(C2=C(C3=NC=C(C=C3N2)Br)S1)C(C)C 6-bromo-3-isopropyl-4H-thieno[2',3':4,5]pyrrolo[3,2-b]pyridine-2-carboxylic acid methyl ester